4-(4-aminoethylphenyl)piperidine-1-carboxylic acid tert-butyl ester C(C)(C)(C)OC(=O)N1CCC(CC1)C1=CC=C(C=C1)CCN